NC1=CC=C(C(=N1)CC)C=1C(=NC2=CC=CC=C2C1)C(=O)N(CC)C1CCCCC1 (6-amino-2-ethylpyridin-3-yl)-N-cyclohexyl-N-ethylquinoline-2-carboxamide